FC=1C(=C(C(=O)O)C=C(C1C)[N+](=O)[O-])C 3-fluoro-2,4-dimethyl-5-nitro-benzoic acid